(S)-6-fluoro-5-(1-(2-fluorophenyl)ethyl)-3-((pyrimidin-4-ylmethyl)amino)-4H-benzo[e][1,2,4]thiadiazine 1,1-dioxide FC=1C=CC2=C(NC(=NS2(=O)=O)NCC2=NC=NC=C2)C1[C@@H](C)C1=C(C=CC=C1)F